ClCCCC1=C2C(=NC=3C=C4C(=CC13)OCO4)C4=CC1=C(C(N4C2)=O)COC(C1(O)CC)=O 14-(3-chloropropyl)-7-ethyl-7-hydroxy-10,13-dihydro-11H-[1,3]dioxolano[4,5-g]pyrano[3',4':6,7]indolizino[1,2-b]quinoline-8,11(7H)-dione